4-(4-acryloylpiperazin-1-yl)-6-chloro-7-(2-hydroxyphenyl)quinoline-3-carbonitrile C(C=C)(=O)N1CCN(CC1)C1=C(C=NC2=CC(=C(C=C12)Cl)C1=C(C=CC=C1)O)C#N